NC1=NC=2C=NC(=CC2C2=C1[C@H](OC2)C)C(=O)N2[C@H](COC[C@H]2C)C=2N=NC(=CC2)OCC ((3R)-4-amino-3-methyl-1,3-dihydrofuro[3,4-c][1,7]naphthyridin-8-yl)((3S,5R)-3-(6-ethoxy-3-pyridazinyl)-5-methyl-4-morpholinyl)methanone